2-bromo-6-(thiazol-2-yl)pyridin-4-amine BrC1=NC(=CC(=C1)N)C=1SC=CN1